N[C@H](CC1=C(C=2N(C(N=CC2S1)CC)CC=1OC=CC1)C)C 6-[(2S)-2-aminopropyl]-2-ethyl-N-[(furan-2-yl)methyl]-7-methylthieno[3,2-d]pyrimidin